COC1=C(CN(C(=O)C2=C(SC=C2)NC(=O)N2CCN(CC2)C2=NC=CC=C2)C)C=CC=C1 N-(3-(N-(2-methoxybenzyl)-N-methylcarbamoyl)thiophen-2-yl)-4-(pyridin-2-yl)piperazine-1-carboxamide